FC(C1(CCCC1)CS(=O)(=O)NC1=C(C=C(C=C1)C1=NC=2C=NC(=NC2N(C1=O)C(C)C)NC1CCC(CC1)N(C)C)F)F 1-[1-(Difluoromethyl)cyclopentyl]-N-[4-[2-[[4-(dimethylamino)cyclohexyl]amino]-8-isopropyl-7-oxo-pteridin-6-yl]-2-fluoro-phenyl]methanesulfonamide